(S)-5-(2-chloro-5-(isobutyramidomethyl)benzamido)-N-(1-(naphthalen-2-yl)ethyl)-1-(2,2,2-trifluoroethyl)-1H-indole-2-carboxamide ClC1=C(C(=O)NC=2C=C3C=C(N(C3=CC2)CC(F)(F)F)C(=O)N[C@@H](C)C2=CC3=CC=CC=C3C=C2)C=C(C=C1)CNC(C(C)C)=O